3-(difluoromethyl)-1-(4-fluorophenyl)-1H-pyrazol-5-amine FC(C1=NN(C(=C1)N)C1=CC=C(C=C1)F)F